N-(phenylethynyl)-N-(o-tolyl)methanesulfonamide C1(=CC=CC=C1)C#CN(S(=O)(=O)C)C1=C(C=CC=C1)C